COC=1C=C(C=CC1OC)C1=CC=NC=2N1N=C(C2)C(=O)NC2=CC=C(C=C2)C(NCCCN(C)C)=O 7-(3,4-dimethoxyphenyl)-N-(4-((3-(dimethylamino)propyl)carbamoyl)phenyl)pyrazolo[1,5-a]pyrimidine-2-carboxamide